CC(C)N(C(C)C)C(=O)C1=CC=C(C=C1)F N,N-diisopropyl-4-fluorobenzamide